6,7-dichloro-2-((R)-1-((S)-4,6-dimethyl-1,4-diazepan-1-yl)butyl)-3-ethylquinazolin-4(3H)-one ClC=1C=C2C(N(C(=NC2=CC1Cl)[C@@H](CCC)N1CCN(C[C@@H](C1)C)C)CC)=O